2-(4-((4-((4-hydroxycyclohexyl)methoxy)pyrimidin-2-yl)amino)-3-methyl-1H-pyrazol-1-yl)-2-methylpropanenitrile OC1CCC(CC1)COC1=NC(=NC=C1)NC=1C(=NN(C1)C(C#N)(C)C)C